2-(2,6-difluorophenyl)-2-methyl-4-trimethylsiloxy-5-amino-3(2H)-furanone FC1=C(C(=CC=C1)F)C1(OC(=C(C1=O)O[Si](C)(C)C)N)C